octene diformate C(=O)O.C(=O)O.C=CCCCCCC